Methyl (2s,3r)-2-(4-((5-((tert-butoxycarbonyl (2-(2-hydroxyethoxy) ethyl) amino) methyl) furan-2-yl) butan-1,3-diynyl) benzoylamino)-3-hydroxybutyrate C(C)(C)(C)OC(=O)N(CCOCCO)CC1=CC=C(O1)C#CC#CC1=CC=C(C(=O)N[C@H](C(=O)OC)[C@@H](C)O)C=C1